hydroxyethylglycinat OCCNCC(=O)[O-]